6-[3-(azetidin-1-yl)propoxy]-2-fluoro-3-(4,4,5,5-tetramethyl-1,3,2-dioxaborolan-2-yl)pyridine N1(CCC1)CCCOC1=CC=C(C(=N1)F)B1OC(C(O1)(C)C)(C)C